N,N'-bis[2-hydroxy-1-(hydroxymethyl)ethyl]-5-[[(2S)-2-hydroxy-1-oxopropyl]-amino]-2,4,6-triiodo-1,3-benzenedicarboxamide OCC(CO)NC(=O)C1=C(C(=C(C(=C1I)NC([C@H](C)O)=O)I)C(=O)NC(CO)CO)I